N-((S)-10-((tert-butyldimethylsilyl)oxy)-2,2-difluorodec-6-yn-5-yl)-2-methylpropan-2-sulfinamide [Si](C)(C)(C(C)(C)C)OCCCC#C[C@H](CCC(C)(F)F)NS(=O)C(C)(C)C